2-(2-((7-(3-(aminomethyl)phenyl)-4-isopropylbenzofuran-5-yl)methoxy)phenyl)acetic acid NCC=1C=C(C=CC1)C1=CC(=C(C=2C=COC21)C(C)C)COC2=C(C=CC=C2)CC(=O)O